OC1=C(C(=CC(=C1S(=O)(=O)NC(CC=1OC=CC1)=O)CCCCC)O)C1=C(C=CC(=C1)C)C(=C)C N-((2,6-dihydroxy-5'-methyl-4-pentyl-2'-(prop-1-en-2-yl)-[1,1'-biphenyl]-3-yl)sulfonyl)-2-(furan-2-yl)acetamide